ClC1=C(C=C(C=C1)F)C1C2=C(CC(N(C1)S(=O)(=O)C1=CC=C(C)C=C1)=C=O)C=C(C=C2C2=C(C(=O)N)C=C(C=C2F)C(F)(F)F)C=2C=NN(C2)C2CC2 (5-(2-chloro-5-fluorophenyl)-8-(1-cyclopropyl-1H-pyrazol-4-yl)-2-carbonyl-3-tosyl-2,3,4,5-tetrahydro-1H-benzo[d]azepin-6-yl)-3-fluoro-5-(trifluoromethyl)benzamide